6-bromo-4-(2-methoxyethoxy)pyridine-2-sulfonamide BrC1=CC(=CC(=N1)S(=O)(=O)N)OCCOC